(-)-ethyl (3-(5-(5-((cyclopropylmethylamino)(phenyl)methyl)-2-fluorophenylcarbamoyl)-3-(trifluoromethyl) 1H-pyrazol-1-yl)phenyl)(imino)methylcarbamate C1(CC1)CNC(C=1C=CC(=C(C1)NC(=O)C1=CC(=NN1C=1C=C(C=CC1)N(C(OCC)=O)C=N)C(F)(F)F)F)C1=CC=CC=C1